C(CCC)[Sn](C1=NC=C(C=C1)C(F)(F)F)(CCCC)CCCC 2-(tributylstannyl)-5-(trifluoromethyl)pyridin